N-(3-(6-((1-acetylpiperidin-4-yl)ethynyl)-5-morpholinopyridin-3-yl)-4-methylphenyl)-2-(trifluoromethyl)isonicotinamide C(C)(=O)N1CCC(CC1)C#CC1=C(C=C(C=N1)C=1C=C(C=CC1C)NC(C1=CC(=NC=C1)C(F)(F)F)=O)N1CCOCC1